FC=1C=C(C(=NC1)C(C)O)C(F)(F)F 1-(5-fluoro-3-(trifluoromethyl)pyridin-2-yl)ethan-1-ol